tert-butyl (3S,4S)-3-[[5-chloro-4-(6-cyclopropyl-7-methoxy-imidazo[1,2-b]pyridazin-3-yl)pyrimidin-2-yl]amino]-4-fluoro-pyrrolidine-1-carboxylate ClC=1C(=NC(=NC1)N[C@H]1CN(C[C@@H]1F)C(=O)OC(C)(C)C)C1=CN=C2N1N=C(C(=C2)OC)C2CC2